bis[(3-ethyl-3-oxetanylmethoxy) methyl] ether C(C)C1(COC1)COCOCOCC1(COC1)CC